C(=O)NO formhydroxamic acid